chloroethylphosphonic acid diethylester C(C)OP(OCC)(=O)CCCl